C1=CC=C(C2=NC3=CC=CC=C3C=C12)O[C@@H]1CN(CC1)CC(=O)N1[C@@H](CCC1)C#N (S)-1-(2-((S)-3-(acridin-4-yloxy)pyrrolidin-1-yl)acetyl)pyrrolidine-2-carbonitrile